1'-di-tert-butylphosphinoferrocene C(C)(C)(C)P([C-]1C=CC=C1)C(C)(C)C.[CH-]1C=CC=C1.[Fe+2]